C(C1=CC=CC=C1)(C1=CC=CC=C1)N1CCN(CCC1)CC=1C=C2CN(C(C2=CC1)=O)C1C(NC(CC1)=O)=O 3-(5-((4-benzhydryl-1,4-diazepan-1-yl)methyl)-1-oxoisoindolin-2-yl)piperidine-2,6-dione